C(C1=CC=CC=C1)N(C(O)=O)C(=N)C1=CSC(=C1)CN.NC1=NNC=2C1=NC(=CC2)C2=C(C=C(C=C2)S(=O)(=O)N[C@H]2[C@@H](CCC2)O)Cl 4-(3-amino-1H-pyrazolo[4,3-b]pyridin-5-yl)-3-chloro-N-((1R,2R)-2-hydroxycyclopentyl)benzenesulfonamide benzyl-((5-(aminomethyl)thiophen-3-yl)(imino)methyl)carbamate